2-chloro-6,7-dihydro-5H-cyclopenta[b]pyridin-7-ol ClC1=CC=C2C(=N1)C(CC2)O